N(=[N+]=[N-])C1=CC2=C(NN=N2)C=C1 5-azidobenzotriazole